CO[C@H]1[C@@H](CCCC1)N |r| rac-(1R,2R)-2-methoxycyclohexan-1-amine